CN(S(=O)(=O)C1=CC=C(C=C1)OC1=C(NC2=CC=CC=C12)C)C N,N-dimethyl-4-((2-methyl-1H-indol-3-yl)oxy)benzenesulfonamide